C(C)(C)(C)OC(=O)NC=1C=NC=C(C(=O)OCC)C1 ethyl 5-((tert-butoxycarbonyl)amino)nicotinate